3-(6-bromo-7-methoxy-1-oxoisoindolin-2-yl)-1-((2-(trimethylsilyl)ethoxy)methyl)piperidine-2,6-dione BrC1=CC=C2CN(C(C2=C1OC)=O)C1C(N(C(CC1)=O)COCC[Si](C)(C)C)=O